4-(4-(2-methoxyethyl)piperazin-1-yl)aniline COCCN1CCN(CC1)C1=CC=C(N)C=C1